ClC=1C=C(C=C(C1F)OC)[C@H]1[C@@H](C1)C=1C=NC(=NC1)C1=NC=CC=N1 trans-5-(2-(3-Chloro-4-fluoro-5-methoxyphenyl)cyclopropyl)-2,2'-bipyrimidine